3,4-Dihydroxy-Benzoic Acid OC=1C=C(C(=O)O)C=CC1O